NC1=C2N=CN(C2=NC=N1)[C@@H]1O[C@@H]([C@H]([C@]1(O)C)O)CO (2R,3R,4R,5R)-2-(6-aminopurin-9-yl)-5-(hydroxymethyl)-3-methyloxolane-3,4-diol